tert-butyl (2S,4R)-2-((6-chloro-1H-pyrazolo[3,4-d]pyrimidin-1-yl)methyl)-4-methylpyrrolidine-1-carboxylate ClC1=NC=C2C(=N1)N(N=C2)C[C@H]2N(C[C@@H](C2)C)C(=O)OC(C)(C)C